FC1=C(C=C(C=C1)NC(CN1CCC(CC1)CO)=O)NC(=O)C=1C=NN2C1C=NC(=C2)C=2C=NN(C2)C N-(2-fluoro-5-(2-(4-(hydroxymethyl)piperidin-1-yl)acetamido)phenyl)-6-(1-methyl-1H-pyrazol-4-yl)pyrazolo[1,5-a]pyrazine-3-carboxamide